COC1=C(C=C(C=C1)C1(CCOCCC1)C)S(=O)(=O)N 2-methoxy-5-(4-methyloxepan-4-yl)benzenesulfonamide